BrC=1C=CC=C2C(=NC(=NC12)NC1=NNC=C1)N[C@H](C)C1CC1 (R)-8-bromo-N4-(1-cyclopropylethyl)-N-(1H-pyrazol-3-yl)quinazoline-2,4-diamine